8-(2-((4-fluoro-2-(methylsulfonyl)phenyl)amino)propan-2-yl)-3,6-dimethyl-2-(tetrahydro-2H-pyran-4-yl)quinazolin-4(3H)-one FC1=CC(=C(C=C1)NC(C)(C)C=1C=C(C=C2C(N(C(=NC12)C1CCOCC1)C)=O)C)S(=O)(=O)C